3-(3-((5-chloro-4-(5,5-dimethyl-5,6-dihydro-4H-pyrrolo[1,2-b]pyrazol-3-yl)pyridin-2-yl)amino)-3-oxopropyl)pyrrolidine-1-carboxylic acid tert-butyl ester C(C)(C)(C)OC(=O)N1CC(CC1)CCC(=O)NC1=NC=C(C(=C1)C1=C2N(N=C1)CC(C2)(C)C)Cl